N-[(5-cyclopropyl-6-fluoropyridin-2-yl)(phenyl)methyl]-4-fluoro-1-[2-(5-methoxy-1-methyl-1H-1,2,4-triazol-3-yl)acetyl]pyrrolidine-2-carboxamide C1(CC1)C=1C=CC(=NC1F)C(NC(=O)C1N(CC(C1)F)C(CC1=NN(C(=N1)OC)C)=O)C1=CC=CC=C1